FC1=C(OC2=C3C(=NC=C2)NC=C3C=3C=CC(=C(C#N)C3)OC(C)C)C(=CC(=C1)NC=1OCC(CN1)(CO)F)F 5-[4-(2,6-difluoro-4-{[5-fluoro-5-(hydroxymethyl)-5,6-dihydro-4H-1,3-oxazin-2-yl]amino}phenoxy)-1H-pyrrolo[2,3-b]pyridin-3-yl]-2-[(propan-2-yl)oxy]benzonitrile